C(=O)C1=CC=C(C=C1)C=1C=CC=2N(C3=CC=C(C=C3C2C1)C1=CC=C(C=C1)C=O)C1=C(C#N)C(=C(C(=C1N1C2=CC=C(C=C2C=2C=C(C=CC12)C1=CC=C(C=C1)C=O)C1=CC=C(C=C1)C=O)C#N)N1C2=CC=C(C=C2C=2C=C(C=CC12)C1=CC=C(C=C1)C=O)C1=CC=C(C=C1)C=O)N1C2=CC=C(C=C2C=2C=C(C=CC12)C1=CC=C(C=C1)C=O)C1=CC=C(C=C1)C=O 2,3,5,6-tetra(3,6-bis(4-formylphenyl)-9H-carbazole-9-yl)terephthalonitrile